N-methyl-2-(pyrimidin-5-yl)-1H-benzo[d]imidazole-5-carboxamide CNC(=O)C1=CC2=C(NC(=N2)C=2C=NC=NC2)C=C1